C(C)(C)NCCCCC=C N-isopropyl-5-hexen-1-amine